beta-methyl-delta-valerolactone CC1CC(=O)OCC1